ethyl 7-bromo-6-chloro-3-{3-[(6-fluoro-1-naphthyl) oxy] propyl}-1H-indole-2-carboxylate BrC=1C(=CC=C2C(=C(NC12)C(=O)OCC)CCCOC1=CC=CC2=CC(=CC=C12)F)Cl